ClC=1C(=NC(=NC1)N1CC(NCCC1)C)NC=1C=C2C=NNC2=CC1 N-(5-chloro-2-(3-methyl-1,4-diazepan-1-yl)pyrimidin-4-yl)-1H-indazol-5-amine